FC(C(=O)O)(F)F.FC(C1=CN=C(N1)C1=NC=CC(=C1)C=1C=NC=C(C1)N1CCOCC1)(F)F 4-(2'-(5-(Trifluoromethyl)-1H-imidazol-2-yl)-3,4'-bipyridin-5-yl)morpholine trifluoroacetate salt